[4-methyl-1-(2-trimethylsilylethoxymethyl)pyrazol-3-yl]boronic acid CC=1C(=NN(C1)COCC[Si](C)(C)C)B(O)O